rac-N-(3-((R)-2-amino-5-guanidinopentanamido)-2-methylpropyl)-4-((3-(2,3-difluoro-4-methoxyphenyl)imidazo[1,2-a]pyrazin-8-yl)amino)-2-ethylbenzamide diformate C(=O)O.C(=O)O.N[C@@H](C(=O)NC[C@@H](CNC(C1=C(C=C(C=C1)NC=1C=2N(C=CN1)C(=CN2)C2=C(C(=C(C=C2)OC)F)F)CC)=O)C)CCCNC(=N)N |&1:12|